(R)-9-((3-((4-amino-5-methoxypentyl)oxy)naphthalen-2-yl)methyl)-9H-purin-6-amin N[C@H](CCCOC=1C(=CC2=CC=CC=C2C1)CN1C2=NC=NC(=C2N=C1)N)COC